FC([C@@H](C)N1N=NC2=C1C=C(C=C2)C=2C=CN1N=C(N=C(C12)OC)N[C@H]1[C@@H](CN(CC1)C1COC1)F)F 5-(1-((R)-1,1-difluoropropan-2-yl)-1H-benzo[d][1,2,3]triazol-6-yl)-N-((3R,4R)-3-fluoro-1-(oxetan-3-yl)piperidin-4-yl)-4-methoxypyrrolo[2,1-f][1,2,4]triazin-2-amine